BrC=1C=CC2=C(N=C(S2)Cl)C1 5-bromo-2-chloro-1,3-benzothiazole